tert-butyl (E)-(6-(3-(methyl((3-methylbenzofuran-2-yl)methyl)amino)-3-oxoprop-1-en-1-yl)-2-oxo-1,2,3,4-tetrahydro-1,8-naphthyridin-3-yl)carbamate CN(C(/C=C/C=1C=C2CC(C(NC2=NC1)=O)NC(OC(C)(C)C)=O)=O)CC=1OC2=C(C1C)C=CC=C2